ClC=1C=C2C(=CC1)NC(C21CCN(CC1)CCOC=1C=NC(=NC1)[C@@H](C)S(=O)(=O)C)=O 5-chloro-1'-[2-({2-[(1R)-1-methanesulfonylethyl]pyrimidin-5-yl}oxy)ethyl]-1,2-dihydrospiro[indole-3,4'-piperidin]-2-one